5-bromo-N-(6-(4-isopropyl-4H-1,2,4-triazol-3-yl)pyridin-2-yl)-1H-indole-3-carboxamide BrC=1C=C2C(=CNC2=CC1)C(=O)NC1=NC(=CC=C1)C1=NN=CN1C(C)C